FC(OC=1C=C(C=CC1)C12CNCC2C1)(F)F 1-(3-(Trifluoromethoxy)phenyl)-3-azabicyclo[3.1.0]hexane